C12C(NCC2C1)C(=O)[O-] 3-azabicyclo[3.1.0]hexane-2-carboxylate